C(C)(C)(C)OC=1C=C2CC[C@@H]([C@@H](C2=CC1)C1=CC=C(C=C1)N1CCC(CC1)(OC)CC(OC)OC)C1=CC=CC=C1 1-(4-((1R,2S)-6-(tert-butoxy)-2-phenyl-1,2,3,4-tetrahydronaphthalen-1-yl)phenyl)-4-(2,2-dimethoxyethyl)-4-methoxypiperidine